C(C1=CC=CC=C1)OC1=C(C=C(C=2N(C(=NC21)CN2C(C(=CC=C2)NC([C@H](CC\C=C\C(=O)N(C)C)NC(=O)OC)=O)=O)C(=O)OC(C)(C)C)F)F tert-butyl (S,E)-4-(benzyloxy)-2-((3-(7-(dimethylamino)-2-((methoxycarbonyl)amino)-7-oxohept-5-enamido)-2-oxopyridin-1(2H)-yl)methyl)-5,7-difluoro-1H-benzo[d]imidazole-1-carboxylate